triethylaluminum acetate C(C)(=O)O.C(C)[Al](CC)CC